1-ethyl-2-(11-ethyl-1,9-diazatricyclo[6.3.1.04,12]dodeca-2,4(12),5,7-tetraen-2-yl)-7-fluoro-benzimidazole-5-carbonitrile C(C)N1C(=NC2=C1C(=CC(=C2)C#N)F)C=2N1C(CNC3=CC=CC(C2)=C13)CC